C(C)(C)C1=C(C=CC=C1)C1=NC=C2NC(N(C2=N1)CC1=CC=C(C=C1)C(=O)N1CC(CCC1)OC)=O 2-(2-isopropylphenyl)-9-(4-(3-methoxypiperidine-1-carbonyl)benzyl)-7,9-dihydro-8H-purin-8-one